C1(CCCCC1)C=1N(N=C2C=CC(=CC12)C1=NC(=NC=C1F)NC1=NC=C(C=C1)CN1CCNCC1)C 4-(3-cyclohexyl-2-methyl-2H-indazol-5-yl)-5-fluoro-N-(5-(piperazin-1-ylmethyl)pyridin-2-yl)pyrimidin-2-amine